N-{4-[2-(2-chlorophenyl)acetylamino]pyridin-2-yl}-N-[3-(trifluoromethoxy)phenyl]acetamide ClC1=C(C=CC=C1)CC(=O)NC1=CC(=NC=C1)N(C(C)=O)C1=CC(=CC=C1)OC(F)(F)F